7-chloro-2-iodopyrazolo[1,5-a]pyridine-3-carboxaldehyde ClC1=CC=CC=2N1N=C(C2C=O)I